N-(1-(hydroxymethyl)cyclopropyl)-5-(1H-indole-2-carbonyl)-N-methyl-4,5,6,7-tetrahydroisoxazolo[4,5-c]pyridine-3-carboxamide OCC1(CC1)N(C(=O)C1=NOC2=C1CN(CC2)C(=O)C=2NC1=CC=CC=C1C2)C